(R)-4-(5-(5-fluoro-2-methoxypyridin-4-yl)-1H-pyrazole-3-carbonyl)-N-((4-hydroxybicyclo[2.2.1]heptan-1-yl)methyl)-4-azaspiro[2.5]octane-7-carboxamide FC=1C(=CC(=NC1)OC)C1=CC(=NN1)C(=O)N1C2(CC2)C[C@@H](CC1)C(=O)NCC12CCC(CC1)(C2)O